N-(6-(3,3-dimethylindolin-1-yl)-5-(trifluoromethyl)pyridin-3-yl)-3-fluoro-5-formyl-4-hydroxybenzamide CC1(CN(C2=CC=CC=C12)C1=C(C=C(C=N1)NC(C1=CC(=C(C(=C1)C=O)O)F)=O)C(F)(F)F)C